NC1CCN(CC1)CC1=CC=C(OCCNC(OCC2=CC=CC=C2)=O)C=C1 benzyl (2-(4-((4-aminopiperidin-1-yl)methyl)phenoxy)ethyl)carbamate